perfluorobutyl-sulfonate (nonaflate) S(=O)(=O)(O)C(F)(F)C(F)(F)C(F)(F)C(F)(F)F.FC(C(C(C(F)(F)F)(F)F)(F)F)(S(=O)(=O)O)F